O1COC2C1CNC2 tetrahydro-4H-[1,3]dioxolo[4,5-c]pyrrole